N-(1-isoquinolin-1-yl-methyl)-cyclohexanecarboxylic acid-amide C1(=NC=CC2=CC=CC=C12)CNC(=O)C1CCCCC1